1-(4-fluorophenylcarbamoyl)-cyclopropanecarboxylic acid FC1=CC=C(C=C1)NC(=O)C1(CC1)C(=O)O